Copper(I) thiophene-2-carboxylate S1C(=CC=C1)C(=O)[O-].[Cu+]